2-(2-(1-(cyclopropylsulfonyl)-1H-pyrazol-4-yl)pyrimidin-4-yl)-5-((1-(2-fluoroethyl)-1H-pyrazol-4-yl)ethynyl)-N4-isopropylpyridine-2,4-diamine C1(CC1)S(=O)(=O)N1N=CC(=C1)C1=NC=CC(=N1)C1(NC=C(C(=C1)NC(C)C)C#CC=1C=NN(C1)CCF)N